N-[4-ethyl-5-(4-fluorophenyl)-1-methyl-1H-pyrazol-3-yl]-6-(3-methyl-1H-pyrazolo[4,3-b]pyridin-1-yl)pyrimidin-4-amine C(C)C=1C(=NN(C1C1=CC=C(C=C1)F)C)NC1=NC=NC(=C1)N1N=C(C2=NC=CC=C21)C